C(#N)C=1C(=NN(C1NC1=NC(=CC=C1)C(F)(F)F)COCC[Si](C)(C)C)C1=CC(=C(C=C1)NS(=O)(=O)C(F)F)O[C@@H](C)C1=CC=C(C=C1)F N-[4-(4-cyano-5-{[6-(trifluoromethyl)pyridin-2-yl]amino}-1-{[2-(trimethylsilyl)ethoxy]methyl}-1H-pyrazol-3-yl)-2-[(1S)-1-(4-fluorophenyl)ethoxy]phenyl]-1,1-difluoromethanesulfonamide